ClC1=CN2CCCC2=C1C(=O)NC1=CC(=C(C=C1)F)F 6-chloro-N-(3,4-difluorophenyl)-2,3-dihydro-1H-pyrrolizine-7-carboxamide